FC1=C2C[C@@H](CC2=CC(=C1N1S(NC(C1)=O)(=O)=O)O)CNC(OC(C)(C)C)=O tert-butyl {[(2R)-4-fluoro-6-hydroxy-5-(1,1,4-trioxo-1λ6,2,5-thiadiazolidin-2-yl)-2,3-dihydro-1H-inden-2-yl]methyl}carbamate